C1(=CC=CC=C1)C1(CC1)C=1NC(C2=C(N1)CCN(C2)C(CC=2C=NC1=CC=CC=C1C2)=O)=O 2-(1-phenylcyclopropyl)-6-(2-(quinolin-3-yl)acetyl)-5,6,7,8-tetrahydropyrido[4,3-d]pyrimidin-4(3H)-one